Ethyl 4-[[(4Z)-4-(1,3-benzothiazol-6-ylmethylene)-5-oxo-1H-imidazol-2-yl]amino]piperidine-1-carboxylate S1C=NC2=C1C=C(C=C2)\C=C\2/N=C(NC2=O)NC2CCN(CC2)C(=O)OCC